C(#N)C12CCC(CC1)(CC2)NC(C2=CC(=C(C=C2)C2=NC=CC1=C2C=CN1)F)=O N-(4-Cyanobicyclo[2.2.2]octan-1-yl)-3-fluoro-4-(1H-pyrrolo[3,2-c]pyridin-4-yl)benzamide